imino-ascorbic acid N=C([C@@H]([C@@H]1C(=C(C(=O)O1)O)O)O)O